C([O-])([O-])=O.[Ca+2] monocalcium carbonate